[Na].[Na].C(CCCCCCCCCCC)(=O)N(CCN(CC(=O)O)CC(=O)O)CCO N-lauroyl-N-hydroxyethyl-N',N'-dicarboxymethylethylenediamine disodium